FC(F)C=1C(=NC(=NC1N1C(COCC1)C)N1CCOCC1)C=1C=NC(=NC1)N difluoromethyl-6-(3-methylmorpholino)-2-morpholino-[4,5'-bipyrimidin]-2'-amine